BrC=1C=C2C(=NC=NC2=C(C1)C(F)(F)F)N(C(C)C1=NC=CN=C1N1N=CC=N1)C 6-bromo-N-methyl-N-[1-[3-(triazol-2-yl)pyrazin-2-yl]ethyl]-8-(trifluoromethyl)quinazolin-4-amine